tert-butyl N2-[(2,5-dioxo-2,5-dihydro-1H-pyrrol-1-yl)acetyl]-L-lysinate O=C1N(C(C=C1)=O)CC(=O)N[C@@H](CCCCN)C(=O)OC(C)(C)C